[1-[(5R)-5-Oxido-4-(tetrahydropyran-4-ylamino)-6,7-dihydrothieno[3,2-d]pyrimidin-5-ium-2-yl]azetidin-3-yl]-tetrahydropyran-4-carboxylat [O-][S@@+]1CCC=2N=C(N=C(C21)NC2CCOCC2)N2CC(C2)OC(=O)C2CCOCC2